C(=O)(O)CCNCCCCCCCCCCCC N-(2-carboxyethyl)-dodecylamine